cerium dioxide titanium [Ti+4].[O-2].[O-2].[Ce+3]